6-methyl-4-(trifluoromethyl)-pyridin CC1=CC(=CC=N1)C(F)(F)F